P(=O)(O)(O)C(C)(C)N(C(C)(C)P(=O)(O)O)C(C)(C)P(=O)(O)O N,N,N-tri(2-phosphonoprop-2-yl)amine